ClC=1C=C2CCCN(C2=CC1)C1CC(N(C1)C(=O)OC(C)(C)C)C tert-butyl 4-(6-chloro-3,4-dihydro-2H-quinolin-1-yl)-2-methyl-pyrrolidine-1-carboxylate